N1(C=NC=C1)C1=NC(=CC(=N1)C(=O)NC1CCC(CC1)N[C@@H](C(F)(F)F)C)C 2-(1H-imidazol-1-yl)-6-methyl-N-((1R,4r)-4-(((R)-1,1,1-trifluoropropan-2-yl)amino)cyclohexyl)pyrimidine-4-carboxamide